[4,4-diethyl-1-[1-[3-[[(3S,4R)-3-hydroxy-2,2-dimethyl-chroman-4-yl]carbamoyl]phenyl]-3-methylsulfonyl-propyl]-6-oxo-hexahydropyrimidin-2-ylidene]ammonium C(C)C1(NC(N(C(C1)=O)C(CCS(=O)(=O)C)C1=CC(=CC=C1)C(N[C@H]1[C@@H](C(OC2=CC=CC=C12)(C)C)O)=O)=[NH2+])CC